O[C@@H](C(=O)O)C(C)C (2R)-2-hydroxy-3-methylbutanoic acid